4-(4-{3-[(tert-butoxycarbonyl)amino]propanamido}-1-methylpyrrole-2-amido)-1-methylimidazole-2-carboxylic acid C(C)(C)(C)OC(=O)NCCC(=O)NC=1C=C(N(C1)C)C(=O)NC=1N=C(N(C1)C)C(=O)O